5-bromo-1-ethyl-4-[(4-methoxyphenyl)methoxy]-3-methyl-1H-pyrazole BrC1=C(C(=NN1CC)C)OCC1=CC=C(C=C1)OC